C(C)[C@]1(NC(N(C(C1)=O)[C@H]1[C@H](CC2=CC=C(C=C12)C(=O)N[C@H]1[C@@H](C(OC2=CC=CC=C12)(C)C)O)C)=N)C (2S,3S)-3-[(4R)-4-ethyl-2-imino-4-methyl-6-oxo-hexahydropyrimidin-1-yl]-N-[(3S,4R)-3-hydroxy-2,2-dimethyl-chroman-4-yl]-2-methyl-indane-5-carboxamide